4-[3-(4-pyridyl)phenyl]thiazol N1=CC=C(C=C1)C=1C=C(C=CC1)C=1N=CSC1